2-[(3R)-3-({1-[4-chloro-2-(difluoromethyl)phenyl]pyrrolo[1,2-d][1,2,4]triazin-4-yl}amino)piperidin-1-yl]ethan-1-ol ClC1=CC(=C(C=C1)C=1C=2N(C(=NN1)N[C@H]1CN(CCC1)CCO)C=CC2)C(F)F